N-(1'-(6-(2,2-difluoropropoxy)-4-methylpyridin-2-yl)-1',2'-dihydrospiro[cyclopropane-1,3'-pyrrolo[3,2-c]pyridin]-6'-yl)acetamide FC(COC1=CC(=CC(=N1)N1CC2(C=3C=NC(=CC31)NC(C)=O)CC2)C)(C)F